FC1(CCN(CC1)C1=C2C(=NC=C1)C(=C(S2)C(=O)N[C@H]2CCOC1=C2C=CC=C1)N(C)C)F 7-(4,4-difluoropiperidin-1-yl)-N-[(4S)-3,4-dihydro-2H-1-benzopyran-4-yl]-3-(dimethylamino)thieno[3,2-b]pyridine-2-carboxamide